FC=1C=C(C=2N(C1)C(=CN2)C2=NN(C1=C2C=NC(=C1)C(=O)N1CCOCCC1)CSCC)F [3-(6,8-difluoroimidazo[1,2-a]pyridin-3-yl)-1-(ethylsulfanylmethyl)pyrazolo[4,3-c]pyridin-6-yl]-(1,4-oxazepan-4-yl)methanone